3-Methyl-4-(4,4,5,5-tetramethyl-1,3,2-dioxaborolan-2-yl)-5-(2-trimethylsilylethoxy-methoxy)benzonitrile CC=1C=C(C#N)C=C(C1B1OC(C(O1)(C)C)(C)C)OCOCC[Si](C)(C)C